C(CCCCCC)N1N=CC(=C1)NC1=NC(=NC=C1)C1=CC=C(C=C1)N1C(NCC1)=O 1-(4-(4-((1-heptyl-1H-pyrazol-4-yl)amino)pyrimidin-2-yl)phenyl)imidazolidin-2-one